C(C1=CC=CC=C1)OC1=CC(=C(C(=C1)F)C1=CC(=C(C(=C1)F)C#N)F)F 4'-(benzyloxy)-2',3,5,6'-tetrafluoro-[1,1'-biphenyl]-4-carbonitrile